FC=1C=C(C(=O)NCC2CCC(CC2)N2N=C3C=C(C=CC3=C2)C=2C=NN(C2)C2CCOCC2)C=C(C1OCC1=CC=C(C=C1)OC)F 3,5-difluoro-4-[(4-methoxyphenyl)methoxy]-N-{[(1r,4r)-4-{6-[1-(oxan-4-yl)-1H-pyrazol-4-yl]-2H-indazol-2-yl}cyclohexyl]methyl}benzamide